N#CC(=O)[O-] Nitriloacetat